C(=O)(OC(C)(C)C)N[C@@H](CC(=O)O)C(=O)C(F)C(=O)C(C([C@@H](NC(=O)OC(C)(C)C)CC(=O)O)=O)F Boc-aspartyl-fluoromethylketone